C(CCCCCCCCC\C=C/CCCCCCCC)(=O)[O-].[Co+2].C(CCCCCCCCC\C=C/CCCCCCCC)(=O)[O-] cobalt gondoate